1-[4-(1-fluoro-3-hydroxycyclobutyl)pyridin-2-yl]-N-(6-methoxy-1-methylindazol-7-yl)pyrazole-4-sulfonamide FC1(CC(C1)O)C1=CC(=NC=C1)N1N=CC(=C1)S(=O)(=O)NC=1C(=CC=C2C=NN(C12)C)OC